3-[4-[4-(4-nitrophenyl)piperazin-1-yl]anilino]piperidine-2,6-dione [N+](=O)([O-])C1=CC=C(C=C1)N1CCN(CC1)C1=CC=C(NC2C(NC(CC2)=O)=O)C=C1